O1C(=CC=C1)CCN1CCC(CC1)N(C(CC)=O)C1=CC=CC=C1 N-[1-[2-(2-furanyl)ethyl]-4-piperidinyl]-N-phenyl-propanamide